ethyl 6-((4-(1-((4-fluorophenyl) carbamoyl) cyclopropanecarboxamido) pyrimidin-2-yl) amino)-3-methylquinoline-2-carboxylate FC1=CC=C(C=C1)NC(=O)C1(CC1)C(=O)NC1=NC(=NC=C1)NC=1C=C2C=C(C(=NC2=CC1)C(=O)OCC)C